C1=C(C=CC2=CC=CC=C12)C=1C2=CC=CC=C2C(=C2C=CC(=CC12)C1=CC=C(C=C1)C1=NC2=C(N1C1=CC=CC=C1)C=CC=C2)C2=CC1=CC=CC=C1C=C2 2-[4-(9,10-Di-2-NAPHTHALENYL-2-anthracenyl)phenyl]-1-phenyl-1H-benzimidazole